FC(C=1C=2N(C=CC1)N=C(C2)[C@H]2N(CCC1=C2N=CN1)C(=O)C=1OC=CN1)F (S)-(4-(4-(difluoromethyl)pyrazolo[1,5-a]pyridin-2-yl)-1,4,6,7-tetrahydro-5H-imidazo[4,5-c]pyridin-5-yl)(oxazol-2-yl)methanone